C(C)C1=CC2=C(C3=CC=CC=C3C=C2C=C1)OC(=O)CC(C(=O)O)C=CCCCCCCCCCCCCCC 2-ethyl-9-(2-n-hexadecenyl-2-carboxyethyl)carbonyloxyanthracene